NC1=C(OC[C@@H]2CN([C@H](O2)C(F)(F)F)C2=CC(=C(C#N)C=C2)C(F)(F)F)C=CC(=C1)C#N 4-((2R,5S)-5-((2-Amino-4-cyanophenoxy)methyl)-2-(trifluoromethyl)oxazolidin-3-yl)-2-(trifluoromethyl)benzonitril